NC1=NC2=CC=C(C=C2C=C1C)C(=O)N(CC1=NC=C(C=C1)C(F)(F)F)CC1CCC1 2-amino-N-(cyclobutylmethyl)-3-methyl-N-[[5-(trifluoromethyl)-2-pyridyl]methyl]quinoline-6-carboxamide